tert-butyl dispiro[piperidine-4,2'-furo[2,3-b]pyridine-3',2''-[1,3]dithiane]-1-carboxylate S1C2(SCCC1)C1(OC3=NC=CC=C32)CCN(CC1)C(=O)OC(C)(C)C